COC(=O)C=1C(=C(C=CC1)N1CCN(CC1)C(=O)OCCCC)[N+](=O)[O-] butyl 4-(3-methoxycarbonyl-2-nitro-phenyl)piperazine-1-carboxylate